N-ethyl-N-phenylaminosulfuric acid C(C)N(C1=CC=CC=C1)OS(O)(=O)=O